(S)-N-(3-(6-amino-2-(difluoromethyl)-3,3-difluoro-2,3,4,5-tetrahydropyridin-2-yl)-4-fluorophenyl)-5-cyanopyridinamide NC=1CCC([C@@](N1)(C(F)F)C=1C=C(C=CC1F)NC(=O)C1=NC=C(C=C1)C#N)(F)F